CN1CC2=C(C=CC=C2CC1)C 2,8-dimethyl-1,2,3,4-tetrahydroisoquinoline